(3R)-3-(9H-fluoren-9-ylmethoxycarbonyl-amino)-butyric acid C1=CC=CC=2C3=CC=CC=C3C(C12)COC(=O)N[C@@H](CC(=O)O)C